(R)-N-(8,9-difluoro-6-oxo-1,4,5,6-tetrahydro-2H-pyrano[3,4-c]isoquinolin-1-yl)-2,2-difluoro-N-methyl-2-phenylacetamide FC=1C(=CC=2C3=C(NC(C2C1)=O)COC[C@@H]3N(C(C(C3=CC=CC=C3)(F)F)=O)C)F